(S)-Boc-amino-cyclopropyl-acetic acid C(=O)(OC(C)(C)C)[C@@](C(=O)O)(C1CC1)N